Ruthenium-Iridium-Oxid [Ir]=O.[Ru]